1-(4-(2-(4-methoxyphenyl)propan-2-yl)thiazol-2-yl)-3-(2-(methylsulfonyl)ethyl)urea COC1=CC=C(C=C1)C(C)(C)C=1N=C(SC1)NC(=O)NCCS(=O)(=O)C